C(C)(=O)C1=CC=NC=C1 4-acetylpyridine